BrCC1=NC(=CC(=C1)O[C@H]1COCC1)Cl (R)-2-(bromomethyl)-6-chloro-4-((tetrahydrofuran-3-yl)oxy)pyridine